C(C)(C)(C)OC(=O)N[C@H]1CN(CCC1)CC=1C=NC=C(C(=O)NC2=CC=C(C=C2)C=2N(C3=NC=NC(=C3C2)N2CCOCC2)COCC[Si](C)(C)C)C1 2-[p-(5-{[(R)-3-(tert-butoxycarbonylamino)-1-piperidyl]methyl}nicotinoylamino)phenyl]-4-morpholino-1-{[2-(trimethylsilyl)ethoxy]methyl}-1H-1,5,7-triazaindene